trans-(2-(2-bromo-6-chloropyridin-4-yl)-4-(4-methoxybenzyl)morpholin-3-yl)methyl methanesulfonate CS(=O)(=O)OC[C@@H]1N(CCO[C@H]1C1=CC(=NC(=C1)Cl)Br)CC1=CC=C(C=C1)OC